C(C1=CC=CC=C1)OC(=O)C(C)CCCCCCC Nonane-2-carboxylic acid-(S)-benzyl ester